(R)-N-((S)-8-(8-((2,3-dichlorophenyl)thio)imidazo[1,2-c]pyrimidin-5-yl)-2-oxa-8-azaspiro[4.5]decan-4-yl)-2-methylpropan-2-sulfinamide ClC1=C(C=CC=C1Cl)SC=1C=2N(C(=NC1)N1CCC3([C@@H](COC3)N[S@](=O)C(C)(C)C)CC1)C=CN2